(4-(4-bromophenoxy)benzoyl)glycine BrC1=CC=C(OC2=CC=C(C(=O)NCC(=O)O)C=C2)C=C1